3-(Dimethylamino)-N-((1,2,3,5,6,7-hexahydro-s-indacen-4-yl)carbamoyl)pyrrolidine-1-sulfonamide, potassium salt [K].CN(C1CN(CC1)S(=O)(=O)NC(NC1=C2CCCC2=CC=2CCCC12)=O)C